ClC1=CC=C(C=C1)[C@@]1(N(C(C2=CC(=CC(=C12)F)C(C)(C=1C=NN(C1)C)O)=O)CC1=NC=C(C=N1)Cl)OCC1(CC1)O (3R)-3-(4-chlorophenyl)-2-[(5-chloropyrimidin-2-yl)methyl]-4-fluoro-6-[1-hydroxy-1-(1-methyl-1H-pyrazol-4-yl)ethyl]-3-[(1-hydroxycyclopropyl)methoxy]-2,3-dihydro-1H-isoindol-1-one